tert-butyl (5R,8S)-1-fluoro-9-methylene-6,7,8,9-tetrahydro-5H-5,8-epiminocyclohepta[c]pyridine-10-carboxylate FC1=NC=CC2=C1C([C@@H]1CC[C@H]2N1C(=O)OC(C)(C)C)=C